C(C)(C)(C)OC(N[C@H]1CS(C2=C(N(C1=O)CC1=CC=C(C=C1)Cl)C=C(C(=C2)F)Br)(=O)=O)=O N-[(3R)-7-bromo-5-(4-chlorobenzyl)-8-fluoro-1,1,4-triketo-2,3-dihydro-1λ6,5-benzothiazepin-3-yl]carbamic acid tert-butyl ester